2-Amino-4-(butylamino)-6-(4-(piperazin-1-ylmethyl)benzyl)pyrimidine NC1=NC(=CC(=N1)NCCCC)CC1=CC=C(C=C1)CN1CCNCC1